Dispiro[2.0.24.13]heptan-7-ylmethyl methanesulfonate CS(=O)(=O)OCC1C2(C13CC3)CC2